4-methylazepin-4-ol CC1(C=CN=CC=C1)O